3-(2-methoxyphenyl)-N-(pyridin-3-ylmethyl)-1H-pyrazolo[3,4-b]pyrazine-5-carboxamide COC1=C(C=CC=C1)C1=NNC2=NC=C(N=C21)C(=O)NCC=2C=NC=CC2